N1CCC1 azetan